O=C1NC(CCC1N1CC2=CC=C(C=C2C1=O)N1CCN(CC1)CC(=O)OC(C)(C)C)=O Tert-butyl 2-(4-(2-(2,6-dioxopiperidin-3-yl)-3-oxoisoindolin-5-yl)piperazin-1-yl)acetate